C(C)(=O)N1CCN(CC1)C1=CNC2=CC(=CC=C12)N1C(NC(CC1)=O)=O 1-(3-(4-Acetylpiperazin-1-yl)-1H-indol-6-yl)dihydropyrimidine-2,4(1H,3H)-dione